(P)-3-bromo-4-((5-fluoropyridin-2-yl)methoxy)-2'-(2-(2-hydroxypropan-2-yl)pyrimidin-4-yl)-5',6-dimethyl-2H-[1,4'-bipyridin]-2-one BrC=1C(N(C(=CC1OCC1=NC=C(C=C1)F)C)C1=CC(=NC=C1C)C1=NC(=NC=C1)C(C)(C)O)=O